C1(CC1)C1=CC=C(C=C1)C=1SC=C(N1)CN1CCN(CC1)C1=NC(=NC(=C1)C)N(C)C 4-(4-{[2-(4-cyclopropylphenyl)-1,3-thiazol-4-yl]methyl}piperazin-1-yl)-N,N,6-trimethylpyrimidin-2-amine